3-benzyloxy-1-(5-fluoro-2-hydrazino-4-pyridyl)propan-1-ol C(C1=CC=CC=C1)OCCC(O)C1=CC(=NC=C1F)NN